FC1(N(CCN1C)C)F 2,2-difluoro-1,3-dimethylimidazolidine